5-(N-(2-(4-(tert-Butoxycarbonyl)piperazin-1-yl)-5-fluorobenzyl)-N-phenethylsulfamoyl)-3-methylbenzofuran-2-carboxylic acid ethyl ester C(C)OC(=O)C=1OC2=C(C1C)C=C(C=C2)S(N(CCC2=CC=CC=C2)CC2=C(C=CC(=C2)F)N2CCN(CC2)C(=O)OC(C)(C)C)(=O)=O